(2R,4S)-N-((2S)-1-((2-amino-6,7-dihydro-5H-cyclopenta[b]pyridin-5-yl)amino)-1-oxopropan-2-yl)-4-(2,3-difluorophenyl)piperidine-2-carboxamide NC1=CC=C2C(=N1)CCC2NC([C@H](C)NC(=O)[C@@H]2NCC[C@@H](C2)C2=C(C(=CC=C2)F)F)=O